4-((2-chloro-5-cyanopyrimidin-4-yl)amino)-3-isopropoxybenzamide ClC1=NC=C(C(=N1)NC1=C(C=C(C(=O)N)C=C1)OC(C)C)C#N